C(C)(C)(C)OC(=O)N1CC(CC1)OCCC=C 3-(but-3-enyloxy)pyrrolidine-1-carboxylic acid (R)-tert-butyl ester